C1(CC1)C1=CC2=C(N=C(N=C2N[C@H](C)C2=C(C(=CC=C2)C(F)F)F)C)NC1=O |r| (±)-6-cyclopropyl-4-((1-(3-(difluoromethyl)-2-fluorophenyl)ethyl)amino)-2-methylpyrido[2,3-d]pyrimidin-7(8H)-one